(1-(2-((2-(1-(Cyclopropylsulfonyl)-1H-pyrazol-4-yl)pyrimidin-4-yl)amino)-5-((1-(2,2-difluorocyclopropyl)-1H-pyrazol-4-yl)ethynyl)pyridin-4-yl)piperidin-4-yl)methanol C1(CC1)S(=O)(=O)N1N=CC(=C1)C1=NC=CC(=N1)NC1=NC=C(C(=C1)N1CCC(CC1)CO)C#CC=1C=NN(C1)C1C(C1)(F)F